C(CCC)NCCO 2-(butyl-amino)ethanol